FC1(CN2C=3C(=C(SC3C(N[C@@H](C2)CC(=O)O)=O)C=2C=NNC2)C1)F (R)-2-(4,4-difluoro-9-oxo-2-(1H-pyrazol-4-yl)-4,5,6,7,8,9-hexahydro-3H-1-thia-5a,8-diazabenzo[cd]azulen-7-yl)acetic acid